aminostyrylpyridinium NC1=[N+](C=CC=C1)C=CC1=CC=CC=C1